ClC=1C=C(C=C(C1)S(=O)(=O)C)NC(=O)C1=CN(C(=C1)C1=NC=C(C=C1C)F)C N-(3-chloro-5-(methylsulfonyl)phenyl)-5-(5-fluoro-3-methylpyridin-2-yl)-1-methyl-1H-pyrrole-3-carboxamide